NC=1N=CNC(C1NC(C1=CC(=CC(=C1)C)Br)=O)=O N-(4-amino-6-oxo-1,6-dihydropyrimidin-5-yl)-3-bromo-5-methylbenzamide